ClC1=C(C(=CC=C1)Cl)NC(=O)C=1C(=NC(=NC1)SC)OC1CC(C1)OC N-(2,6-dichlorophenyl)-4-(3-methoxycyclobutoxy)-2-(methylsulfanyl)pyrimidine-5-carboxamide